C(C)(C)(C)OC(=O)N1CCC(CC1)N1C([C@H](CC1)O)=O (S)-4-(3-hydroxy-2-oxopyrrolidin-1-yl)piperidine-1-carboxylic acid tert-butyl ester